1-[2-(azepane-1-yl)ethyl]-7-(2-methylthiophenyl)-3,4-dihydroquinolin-2(1H)-one N1(CCCCCC1)CCN1C(CCC2=CC=C(C=C12)C1=C(C=CC=C1)SC)=O